OC(=O)C(F)(F)F.COC(=O)C1N(CCNC1)C(=O)OCC1=CC=CC=C1 piperazine-1,2-dicarboxylic acid 1-benzyl ester 2-methyl ester TFA salt